C1(=CC=CC2=CC=CC=C12)C1(CC1)C=1C(=C(C(=O)N)C=CC1)C#C[Si](C)(C)C (1-(naphthalen-1-yl)cyclopropyl)-2-((trimethylsilyl)ethynyl)benzamide